methyl 3-{[(benzyloxy)carbonyl][3-(dimethylamino)propyl]amino}dodecanoate C(C1=CC=CC=C1)OC(=O)N(C(CC(=O)OC)CCCCCCCCC)CCCN(C)C